ClC1=C(C=CC=C1)\C=C\C(C)C 1-(2-chlorophenyl)-3-methyl-trans-1-butene